(2S,3R,4S)-3-fluoro-1-((R)-2-(1-fluorocyclopropane-1-carboxamido)-3-mercapto-3-methylbutanoyl)-4-hydroxy-N-(4-(4-methylthiazol-5-yl)benzyl)pyrrolidine-2-carboxamide F[C@@H]1[C@@H](N(C[C@@H]1O)C([C@H](C(C)(C)S)NC(=O)C1(CC1)F)=O)C(=O)NCC1=CC=C(C=C1)C1=C(N=CS1)C